Methyl 3-(methylamino)-4-(piperidin-2-yl)benzoate CNC=1C=C(C(=O)OC)C=CC1C1NCCCC1